tert-butyl 5-methylene-5,6,9,10-tetrahydro-4H-isoxazolo[3,4-c]pyrido-[4',3':3,4]pyrazolo[1,5-a]azepine-11(12H)-carboxylate C=C1CC=2C(C=3N(C1)N=C1C3CN(CC1)C(=O)OC(C)(C)C)=NOC2